NC(C(C)(C)C1=CC(=NC(=C1)C1=CC=C(C=C1)F)C(CNC(=O)C1=CC(=NN1C)N1N=CC=C1)(C)O)C N-(2-(4-(3-amino-2-methylbutan-2-yl)-6-(4-fluorophenyl)pyridin-2-yl)-2-hydroxypropyl)-1'-methyl-1'H-[1,3'-bipyrazole]-5'-carboxamide